1,4-cyclohexanedicarbonyl dichloride C1(CCC(CC1)C(=O)Cl)C(=O)Cl